NC1=CC=C(C=N1)C=1N=C2N(C(C1)=O)C=C(C=C2)F 2-(6-Aminopyridin-3-yl)-7-fluoro-4H-pyrido[1,2-a]pyrimidin-4-one